5-Bromo-3-methoxypyrazine-2-carboxaldehyde BrC=1N=C(C(=NC1)C=O)OC